O1CCOC2=C1C=CC=C2C2=CC=C(C(=N2)OC)NC2CCN(CC2)C [6-(2,3-Dihydro-benzo[1,4]dioxin-5-yl)-2-methoxy-pyridin-3-yl]-(1-methyl-piperidin-4-yl)-amine